5-(2-((2-amino-4,5,6,7-tetrahydrobenzo[d]thiazol-6-yl)amino)-2-oxoacetyl)-N-(4-fluoro-3-methylphenyl)-1,2,4-trimethyl-1H-pyrrole-3-carboxamide NC=1SC2=C(N1)CCC(C2)NC(C(=O)C2=C(C(=C(N2C)C)C(=O)NC2=CC(=C(C=C2)F)C)C)=O